[4-(aminomethyl)piperidin-1-yl]-[4-[[3-(3-fluoro-4-methoxyphenyl)imidazo[1,2-a]pyrazin-8-yl]amino]-2-(trifluoromethyl)phenyl]meth-anone NCC1CCN(CC1)C(=O)C1=C(C=C(C=C1)NC=1C=2N(C=CN1)C(=CN2)C2=CC(=C(C=C2)OC)F)C(F)(F)F